racemic-N-(3-isopropoxy-1-(1,1,1-trifluoropropan-2-yl)-1H-pyrazol-4-yl)formamide C(C)(C)OC1=NN(C=C1NC=O)[C@@H](C(F)(F)F)C |r|